N[C@@H]1C[C@H](N(C1)C(=O)C=1N=C2N(C=C(C=C2)Cl)C1)C=1SC=C(N1)C(=O)N[C@H](C(=O)N(C)C)CCCCNC(=N)N 2-((2S,4R)-4-amino-1-(6-chloroimidazo[1,2-a]pyridine-2-carbonyl)pyrrolidin-2-yl)-N-((S)-1-(dimethylamino)-6-guanidino-1-oxohexan-2-yl)thiazole-4-carboxamide